ClC1=C(C(=C(C(=C1)F)C(=O)C1CC1)C1=CC(=C(C=C1)S(=O)(=O)C)C)C#N 3-chloro-6-(cyclopropanecarbonyl)-5-fluoro-3'-methyl-4'-(Methanesulfonyl)-[1,1'-biphenyl]-2-carbonitrile